sodium benzaldehyde sodium bisulfite salt S([O-])(O)=O.[Na+].C(C1=CC=CC=C1)=O.[Na+].S([O-])(O)=O